ClC=1C(=C(C=CC1)C=1CCCC2=C(C1C1=C(C=C(C=C1)CC1CN(C1)CCCF)F)C=CC=C2)C(F)(F)F 8-(3-Chloro-2-(trifluoromethyl)phenyl)-9-(2-fluoro-4-((1-(3-fluoropropyl)azetidin-3-yl)methyl)phenyl)-6,7-dihydro-5H-benzo[7]annulen